[Cl-].C(C1=CC=CC=C1)[NH+](CCO)CCO benzyldi(2-hydroxyethyl)ammonium chloride